2-(3-methyl-4-pyridinyl)[1,2]benzisoselenazol-3(2H)-one CC=1C=NC=CC1N1[Se]C2=C(C1=O)C=CC=C2